CC1=CC=CC(=N1)C1=NNC=C1C=1N=C2C=C(C=NC2=CC1)C1=CN=CO1 5-[6-[3-(6-methyl-2-pyridyl)-1H-pyrazol-4-yl]-1,5-naphthyridin-3-yl]oxazole